NCC1C(C1)C1=C(C=C(C=C1)NC1=NC=2N(C(=C1)NC1CC1)N=CC2)CS(=O)C (±)-5-((4-(2-(Aminomethyl)cyclopropyl)-3-((methylsulfinyl)methyl)phenyl)amino)-7-(cyclopropylamino)pyrazolo[1,5-a]pyrimidin